BrC1=NC(=CC(=N1)N[C@@H]1[C@H](C2CCC1CC2)C(=O)OCC)C=2OC=CN2 (2S,3S)-ethyl 3-((2-bromo-6-(oxazol-2-yl)pyrimidin-4-yl)amino)bicyclo[2.2.2]octane-2-carboxylate